C(C)[C@@H]1CN(CCN1)C=1N=NC(=CN1)C1=C(C=C(C=C1)C=1C=NNC1)O 2-{3-[(3R)-3-ethylpiperazin-1-yl]-1,2,4-triazin-6-yl}-5-(1H-pyrazol-4-yl)phenol